C(C1=CC=CC=C1)N1C(=NC2=C1C=C(C=C2)N2CCN(CC2)C)C=2N=C(C=1N(C2)C(=NN1)C)NC 6-[1-benzyl-6-(4-methylpiperazin-1-yl)benzimidazol-2-yl]-N,3-dimethyl-[1,2,4]triazolo[4,3-a]pyrazin-8-amine